(7R)-9-methyl-7-[(7-methyl-1H-indazol-5-yl)methyl]-6,12,15,18,28-pentaoxa-4,9,24,26-tetrazatetracyclo[20.6.2.21,4.025,29]dotriaconta-22(30),23,25(29)-triene-5,8,27-trione CN1C([C@H](OC(N2CCC3(OC(NC=4N=CC(CCCOCCOCCOCC1)=CC34)=O)CC2)=O)CC=2C=C3C=NNC3=C(C2)C)=O